3-(1-oxo-5-(((1R,2R)-2-((pyridin-3-ylmethyl)amino)cyclohexyl)oxy)isoindolin-2-yl)piperidine-2,6-dione O=C1N(CC2=CC(=CC=C12)O[C@H]1[C@@H](CCCC1)NCC=1C=NC=CC1)C1C(NC(CC1)=O)=O